C(C)(C)(C)OC(=O)N1CC(N(CC1)CC(=O)NC(C)C)(C)C 4-(2-(isopropylamino)-2-oxoethyl)-3,3-dimethylpiperazine-1-carboxylic acid tert-butyl ester